3-(1-(1,3-dihydroisobenzofuran-5-yl)ethoxy)-N5-ethyl-N2-methyl-1H-pyrrole-2,5-dicarboxamide C1OCC2=CC(=CC=C12)C(C)OC1=C(NC(=C1)C(=O)NCC)C(=O)NC